monoButyltin oxide C(CCC)[Sn]=O